(S)-N-((1S,4r)-4-(cyanomethyl)-4-(trifluoromethyl)cyclohexyl)-4-(5-(5-fluoro-2-methoxypyridin-4-yl)-1H-pyrazole-3-carbonyl)-4-azaspiro[2.5]octane-7-carboxamide C(#N)CC1(CCC(CC1)NC(=O)[C@H]1CCN(C2(CC2)C1)C(=O)C1=NNC(=C1)C1=CC(=NC=C1F)OC)C(F)(F)F